[Br-].C[NH+]1CCNCC1 1-methylpiperazine-1-ium bromide